5-oxo-4,5-dihydropyrrolo[1,2-a]thieno[3,2-e]pyrazine-2-carbaldehyde O=C1C=2N(C3=C(N1)C=C(S3)C=O)C=CC2